6-chloro-2-methyl-5-(((1-methyl-1H-pyrazol-4-yl)amino)methyl)pyrimidin-4-amine ClC1=C(C(=NC(=N1)C)N)CNC=1C=NN(C1)C